FC12CC(C1)(C2)N2N=C1N(C2=O)[C@@H](CC1)C1=NC=C(N=C1)C (S)-2-(3-fluorobicyclo[1.1.1]pentan-1-yl)-5-(5-methylpyrazin-2-yl)-2,5,6,7-tetrahydro-3H-pyrrolo[2,1-c][1,2,4]triazol-3-one